di(1,3-dimethylbutyl) ether CC(CC(C)C)OC(CC(C)C)C